N-(2,6-dichlorophenyl)-4-ethoxy-2-[(2-methyl-1,2,3,4-tetrahydroisoquinolin-7-yl)amino]pyrimidine-5-carboxamide ClC1=C(C(=CC=C1)Cl)NC(=O)C=1C(=NC(=NC1)NC1=CC=C2CCN(CC2=C1)C)OCC